4-methyl-2-(1-((2-(trimethylsilyl)ethoxy)methyl)-1H-imidazol-2-yl)aniline CC1=CC(=C(N)C=C1)C=1N(C=CN1)COCC[Si](C)(C)C